1-[1-[7-(2-amino-1,3-benzothiazol-4-yl)-6-chloro-8-fluoro-4-piperazin-1-yl-quinazolin-2-yl]azetidin-3-yl]piperidin-3-ol NC=1SC2=C(N1)C(=CC=C2)C2=C(C=C1C(=NC(=NC1=C2F)N2CC(C2)N2CC(CCC2)O)N2CCNCC2)Cl